3-{[1-(4-chloro-3-fluorophenyl)-3-methyl-1H-1,2,4-triazol-5-yl]methyl}-1-{[1-(quinolin-6-yl)-1H-1,2,4-triazol-5-yl]methyl}urea ClC1=C(C=C(C=C1)N1N=C(N=C1CNC(NCC1=NC=NN1C=1C=C2C=CC=NC2=CC1)=O)C)F